COC([C@H](CCN1C(N(C2=C1C=C(C=C2)NC2=C(C(=NC=C2)Cl)C#N)C)=O)N)=O (2S)-2-amino-4-[6-[(2-chloro-3-cyano-4-pyridinyl)amino]-3-methyl-2-oxo-benzoimidazol-1-yl]butanoic acid methyl ester